C(C1=CC=CC=C1)(=O)N1C=2C3=C(N(C=C3CCC1)[C@H]1[C@H](O[Si](C)(C)C(C)(C)C)[C@H](OP(=O)O)[C@H](O1)CO)N=CN2 6-Benzoyl-2-{2-O-[tert-butyl(dimethyl)silyl]-3-O-[hydroxy(oxo)λ5-phosphanyl]-β-D-ribofuranosyl}-6,7,8,9-tetrahydro-2H-2,3,5,6-tetraazabenzo[cd]azulene